4-fluoro-7-methyl-N-(3-(4-(methylcarbamoyl)piperazin-1-yl)phenyl)-1H-indole FC1=C2C=CN(C2=C(C=C1)C)C1=CC(=CC=C1)N1CCN(CC1)C(NC)=O